C(CCCCCCCCCCC)(=O)N(C)CC(=O)[O-].[Na+].NCC(=O)OC(CCCCCCCCCCC)=O.[Na+].C(CCCCCCCCCCC)(=O)N(C)CC(=O)[O-] sodium lauroyl glycinate sodium lauroyl-sarcosinate